COC(C)(OC)C=1SC=CN1 2-(1,1-dimethoxyethyl)thiazole